BrC=1C=C(C=CC1)C1=CC(=C(C(=N1)C1=CC=CC=C1)C1=CC=CC=C1)C1=CC=CC=C1 6-(3-bromophenyl)-2,3,4-triphenylpyridine